ClC1=CC(=C(COC2=CC=CC(=N2)C2=C(C(N(C=C2)CC2=NC=3C(=NC(=CC3)C(=O)O)N2C[C@H]2OCC2)=O)C)C=C1)F (S)-2-((6-((4-chloro-2-fluorobenzyl)oxy)-3'-methyl-2'-oxo-[2,4'-bipyridine]-1'(2'H)-yl)methyl)-3-(oxetan-2-ylmethyl)-3H-imidazo[4,5-b]pyridine-5-carboxylic acid